FCC1N(CC2(C1)CCN(CC2)C(=O)OC(C)(C)C)C(=O)OCC2=CC=CC=C2 2-benzyl 8-tert-butyl 3-(fluoromethyl)-2,8-diazaspiro[4.5]decane-2,8-dicarboxylate